N[C@H]1CN(CCC1)C(=O)OC(C)(C)C tertbutyl (R)-3-aminopiperidine-1-carboxylate